ClC=1N=C(C2=C(N1)C=CO2)OCC21CCC(CC2)(CC1)C=1N(C=C(N1)C(F)(F)F)C 2-chloro-4-((4-(1-methyl-4-(trifluoromethyl)-1H-imidazol-2-yl)bicyclo[2.2.2]octan-1-yl)methoxy)furo[3,2-d]pyrimidine